borneol gallate C(C1=CC(O)=C(O)C(O)=C1)(=O)OC1C2(CCC(C1)C2(C)C)C